[Te].[Se].[Cu] copper-selenium-tellurium